ClC1=NC=2N(C(=C1)NC1=NC(=CC(=C1)NC(C=C)=O)OCCO)N=CC2 N-(2-((5-Chloropyrazolo[1,5-a]pyrimidin-7-yl)amino)-6-(2-hydroxyethoxy)pyridin-4-yl)acrylamide